ClC=1C=C(C=C(C1)C)C(CCN(C(OC(C)(C)C)=O)C)=O tert-butyl (3-(3-chloro-5-methylphenyl)-3-oxopropyl)(methyl)carbamate